1-[(3S)-3-[4-[4-(difluoromethoxy)-2,3-difluoro-anilino]-7-fluoro-pyrido[3,2-d]pyrimidin-6-yl]oxypyrrolidin-1-yl]prop-2-en-1-one FC(OC1=C(C(=C(NC=2C3=C(N=CN2)C=C(C(=N3)O[C@@H]3CN(CC3)C(C=C)=O)F)C=C1)F)F)F